Cl.NCC(O)C1=CC=C(C=C1)O 4-(2-Amino-1-hydroxyethyl)phenol hydrochloride